(3aR,5s,6aS)-2-benzyl-N-[6-(1,3-dimethylpyrazol-4-yl)pyridazin-3-yl]-3,3a,4,5,6,6a-hexahydro-1H-cyclopenta[c]pyrrol-5-amine C(C1=CC=CC=C1)N1C[C@@H]2[C@H](C1)CC(C2)NC=2N=NC(=CC2)C=2C(=NN(C2)C)C